C12CN(CC(N1)C2)C=2OC1=C(N2)C(=CC=C1C=1SC=CN1)OC1CCS(CC1)(=O)=O 4-((2-(3,6-diazabicyclo[3.1.1]heptan-3-yl)-7-(thiazol-2-yl)benzo[d]oxazol-4-yl)oxy)tetrahydro-2H-thiopyran 1,1-dioxide